FC(S(=O)(=O)C=1C=C(C=CC1)CN1CCC2(CN(C2)C=O)CC1)(F)F [7-[[3-(trifluoromethylsulfonyl)phenyl]methyl]-2,7-diazaspiro[3.5]nonan-2-yl]methanone